6-Chloro-8-(6-methyl-pyridin-3-yl)-9-(2,2,2-trifluoro-ethyl)-9H-pyrido[3,4-b]indole ClC=1C=C2C3=C(N(C2=C(C1)C=1C=NC(=CC1)C)CC(F)(F)F)C=NC=C3